C(C)(C)(C)OC(=O)N1CCC2(CC1)C=CC(/C(/C2)=C/N(C)C)=O (E)-10-((dimethylamino)methylene)-9-oxo-3-azaspiro[5.5]undec-7-ene-3-carboxylic acid tert-butyl ester